O1C(COCC1)OCCOC/C=C/C1=NC=CC(=C1)N1C2CN(CC1CC2)C(=O)OC(C)(C)C tert-butyl 8-[2-[(1E)-3-[2-(dioxan-2-yloxy) ethoxy] prop-1-en-1-yl] pyridin-4-yl]-3,8-diazabicyclo[3.2.1]octane-3-carboxylate